3-(2-(trifluoromethyl)pyrimidin-5-yl)propionic acid tert-butyl ester C(C)(C)(C)OC(CCC=1C=NC(=NC1)C(F)(F)F)=O